2,3-dihydrothiophene-5-carboxylic acid S1CCC=C1C(=O)O